C1(=CC=CC=C1)C1=NC2=C(N1)C=CC(=C2)N 2-Phenyl-1H-benzo[d]imidazol-5-amine